CC1=CC=C(C=C1)S(=O)(=O)OCC1(CCOCC1)O (4-hydroxytetrahydro-2H-pyran-4-yl)methyl 4-methylbenzenesulfonate